C(C)C1(COC1)COCCC[Si](OC)(OC)OC 3-ethyl-3-((3-(trimethoxysilyl)propoxy)methyl)oxetane